2-(Azetidin-1-yl)-5-bromo-4-cyclobutanoxy-6-methylpyrimidine N1(CCC1)C1=NC(=C(C(=N1)OC1CCC1)Br)C